N1(C=NC=C1)CCCNC(C(CCSCCC(=O)OCCCCCCCCCCCCC)NC(C(CCCCCCCC)CCCCCC)=O)=O tridecyl 3-((4-((3-(1H-imidazol-1-yl)propyl)amino)-3-(2-hexyldecanamido)-4-oxobutyl)thio)propanoate